(Z)-5-(4-fluorophenyl)-6-hydroxy-hex-4-enoic acid FC1=CC=C(C=C1)/C(=C/CCC(=O)O)/CO